ClC1=C(C(=O)NC=2N=CC(=NC2)C(=O)O)C=C(C=C1)F 5-(2-chloro-5-fluorobenzamido)pyrazine-2-carboxylic acid